C(C=C)NC(CCCCCCCCCCCCCCCCC(=O)NCC=C)=O N,N'-diallyl-octadecanediamide